CC(C(=O)OCC)(CCCCBr)C ethyl 2,2-dimethyl-6-bromohexanoate